2-(6-amino-2-(tert-butyl)-9-oxopyrazolo[1,5-a]pyrido[2,3-d]pyrimidin-4(9H)-yl)-N-(5-fluoropyridin-2-yl)acetamide NC=1C=CC2=C(N(C=3N(C2=O)N=C(C3)C(C)(C)C)CC(=O)NC3=NC=C(C=C3)F)N1